CN(C(=O)C1(CNCCC1)C)C 3-methyl-piperidine-3-carboxylic acid dimethylamide